2-(5-{[(1R,2S,3S,5S)-2-fluoro-1,5-dimethyl-8-azabicyclo[3.2.1]octan-3-yl]oxy}pyrazin-2-yl)-5-(1H-pyrazol-4-yl)phenol F[C@H]1[C@]2(CC[C@@](C[C@@H]1OC=1N=CC(=NC1)C1=C(C=C(C=C1)C=1C=NNC1)O)(N2)C)C